C[C@H]1[C@@H](C[C@H]([C@@H](O1)O[C@H](C)CCCCCCCCCC[C@H](CC(=O)O)O)O)OC(=O)C2=CNC3=CC=CC=C32 The molecule is an (omega-1)-hydroxy fatty acid ascaroside that is bhas#26 in which the hydroxy group at position 4 of the ascarylopyranose moiety has been has been converted to the corresponding 1H-indole-3-carboxylate ester. It is a metabolite of the nematode Caenorhabditis elegans. It has a role as a Caenorhabditis elegans metabolite. It is an (omega-1)-hydroxy fatty acid ascaroside, a 3-hydroxy carboxylic acid, a 4-O-(1H-indol-3-ylcarbonyl)ascaroside and a monocarboxylic acid. It derives from a bhas#26 and a (3R,14R)-3,14-dihydroxypentadecanoic acid.